4-amino-3,3-difluoro-1-azaspiro[4.4]nonane-1-carboxylic acid benzyl ester C(C1=CC=CC=C1)OC(=O)N1CC(C(C12CCCC2)N)(F)F